[AsH](=[AsH])=O.[Ru] ruthenium diarsen oxide